7-chloro-4-p-toluenesulfonyl-8b-(trifluoromethyl)-3,3a,4,8b-tetrahydro-2H-furo[3,2-b]indole-3-carboxylic acid tert-butyl ester C(C)(C)(C)OC(=O)C1COC2(C1N(C=1C=CC(=CC21)Cl)S(=O)(=O)C2=CC=C(C)C=C2)C(F)(F)F